ClC1=NC=C2C=C(N=C(C2=C1)NCC1CN(C1)C)C1=C(C(=CC(=C1Cl)OC)OC)Cl 7-chloro-3-(2,6-dichloro-3,5-dimethoxyphenyl)-N-((1-methylazetidin-3-yl)methyl)-2,6-naphthyridine-1-amine